N-Boc-indole C(=O)(OC(C)(C)C)N1C=CC2=CC=CC=C12